(+/-)-8,5-dimethyl-naphthalene CC=1C=CC(=C2C=CC=CC12)C